BrC=1NC2=CC=CC=3C4=C[C@H](CN([C@@H]4CC1C32)C)C(=O)N[C@H](C)CC (6aR,9R)-5-bromo-N-((R)-sec-butyl)-7-methyl-4,6,6a,7,8,9-hexahydroindolo[4,3-fg]quinoline-9-carboxamide